5-bromo-3-cyano-1H-pyrrolo[2,3-b]pyridine-1-carboxylic acid tert-butyl ester C(C)(C)(C)OC(=O)N1C=C(C=2C1=NC=C(C2)Br)C#N